6,6,9-trimethyl-3-pentyl-2-(pyrimidin-5-yl)-6H-benzo[c]chromen-1-ol CC1(OC=2C=C(C(=C(C2C2=C1C=CC(=C2)C)O)C=2C=NC=NC2)CCCCC)C